N=1C=C(N2C1C=CC=C2)C(=O)N2CC1=C(CC2)C(=CS1)C(=O)NC1=CC(=C(C=C1)OCCOC)C(F)(F)F 6-(imidazo[1,2-a]pyridine-3-carbonyl)-N-(4-(2-methoxyethoxy)-3-(trifluoromethyl)phenyl)-4,5,6,7-tetrahydrothieno[2,3-c]pyridine-3-carboxamide